BrC=1C=C(C=NC1)C(C(=O)OC(C)(C)C)C tert-butyl 2-(5-bromopyridin-3-yl)propanoate